(S)-1-methyl-5-((5-(6-phenyl-5,6-dihydrocyclopenta[c]pyrazol-2(4H)-yl)pyridin-3-yl)ethynyl)pyrimidine-2(1H)-one CN1C(N=CC(=C1)C#CC=1C=NC=C(C1)N1N=C2C(=C1)CC[C@H]2C2=CC=CC=C2)=O